[Na].S1CCCN2[C@H]1CC2=O cepham sodium